1-[4-(hydroxymethyl)piperidin-1-yl]ethanone OCC1CCN(CC1)C(C)=O